C1=CC=C(C=C1)C2=C(C(=C(C=C2)Br)Br)Br Tribromobiphenyl